C1(=CC=C(C=C1)B(O)O)C1=CC=CC=C1 [1,1'-biphenyl]-4-boronic acid